3-(2,2-difluoroethoxy)-N-(5,8-dimethoxy[1,2,4]triazolo[1,5-c]pyrimidin-2-yl)-α,α,α-trifluorotoluene-2-sulfonamide FC(COC1=C(C(C(F)(F)F)=CC=C1)S(=O)(=O)NC1=NN2C(=NC=C(C2=N1)OC)OC)F